C(CCCCCCC\C=C\CCCCCCCC)O (9E)-Octadec-9-en-1-ol